ClC=1C(=C(C(=NC1)C)CC(/C(=C/C1=CC=C2C(=NNC2=C1F)F)/F)=O)C (Z)-1-(5-chloro-2,4-dimethylpyridin-3-yl)-4-(3,7-difluoro-1H-indazol-6-yl)-3-fluorobut-3-en-2-one